C(CCCCCCC\C=C/C\C=C/CCCCC)(=O)OCC1=CC(=CC(=C1)COC(CCCN1CCCC1)=O)COC(CCC(OCCCCCCCC)OCCCCCCCC)=O 3-(((4,4-bis(octyloxy)butanoyl)oxy)methyl)-5-(((4-(pyrrolidin-1-yl)butanoyl)oxy)methyl)benzyl (9Z,12Z)-octadeca-9,12-dienoate